OC=1C=C2C(=C(C=NC2=CC1)C1COC2(C1)CCN(CC2)C(=O)OC(C)(C)C)OC tert-butyl 3-(6-hydroxy-4-methoxy-3-quinolyl)-1-oxa-8-azaspiro[4.5]decane-8-carboxylate